C(C=CCCC)(=O)OC methyl hexenoate